COC1=CC=C(CN(C2=C(C(=C(C(=N2)F)NC([O-])=O)N2CCOCC2)C(C)(C)C)CC2=CC=C(C=C2)OC)C=C1 (6-(bis(4-methoxybenzyl)amino)-5-tert-butylfluoro-4-morpholinopyridin-3-yl)carbamate